FC=1C=C2C(=CC=NC2=CC1)N1CCN(CC1)C=O (4-(6-fluoroquinolin-4-yl)piperazin-1-yl)methanone